tert-Butyl-6-[(4,6-difluorocyclohexa-2,4-dien-1-yl)methylene]-2-azaspiro[3.3]heptane C(C)(C)(C)C1NCC12CC(C2)=CC2C=CC(=CC2F)F